C(C1=CC=CC=C1)OC1=NC(=CC=C1C=1C=NN2C1C=C(C=C2)O)OCC2=CC=CC=C2 3-(2,6-bis(benzyloxy)pyridin-3-yl)pyrazolo[1,5-a]pyridin-5-ol